(S)-N-(5-(4-fluorophenoxy)pyridin-2-yl)-2-(4-((1s,3R)-3-hydroxycyclobutane-1-carbonyl)-3,3-dimethylpiperazin-1-yl)propanamide FC1=CC=C(OC=2C=CC(=NC2)NC([C@H](C)N2CC(N(CC2)C(=O)C2CC(C2)O)(C)C)=O)C=C1